C1(CCCCC1)CCNC(=O)C=1C=C(C(=NC1)C)NC(=O)C=1C=C2C(=NC1)NC(=C2)C=2C=NN(C2)C N-(5-((2-cyclohexylethyl)carbamoyl)-2-methylpyridin-3-yl)-2-(1-methyl-1H-pyrazol-4-yl)-1H-pyrrolo[2,3-b]pyridine-5-carboxamide